N-(4-(2-(((1r,4r)-4-(dimethylamino)cyclohexyl)amino)-8-iso-propyl-7-oxo-7,8-dihydropyrido[2,3-d]-pyrimidin-6-yl)-2-fluorophenyl)-3,3,3-trifluoropropane-1-sulfonamide CN(C1CCC(CC1)NC=1N=CC2=C(N1)N(C(C(=C2)C2=CC(=C(C=C2)NS(=O)(=O)CCC(F)(F)F)F)=O)C(C)C)C